C(#N)CC1N(CCN(C1)C=1C2=C(N=C(N1)O[C@@H](CN(C)C)C)CN(CC2)C2=CC(=CC1=CC=CC=C21)OC(C(C)(C)C)=O)C(=O)OC(C)(C)C tert-butyl 2-(cyanomethyl)-4-[2-[(1R)-2-(dimethylamino)-1-methyl-ethoxy]-7-[3-(2,2-dimethylpropanoyloxy)-1-naphthyl]-6,8-dihydro-5H-pyrido[3,4-d]pyrimidin-4-yl]piperazine-1-carboxylate